bis(2,4-di-tert-butylphenyl)propanoic acid C(C)(C)(C)C1=C(C=CC(=C1)C(C)(C)C)C(C(=O)O)(C)C1=C(C=C(C=C1)C(C)(C)C)C(C)(C)C